Br.NC([C@H](C[C@H]1C(NCCC1)=O)NC(=O)C1NCC2C1CC(C2)(F)F)=O N-((S)-1-amino-1-oxo-3-((S)-2-oxopiperidin-3-yl)propan-2-yl)-5,5-difluorooctahydrocyclopenta[c]pyrrole-1-carboxamide hydrobromide